(S)-1-(2-(4-(5-(3,5-difluorophenyl)-4,5-dihydro-1H-pyrazole-1-carbonyl)piperazin-1-yl)-5-fluoropyrimidin-4-yl)-1H-pyrazole-4-carboxamide FC=1C=C(C=C(C1)F)[C@@H]1CC=NN1C(=O)N1CCN(CC1)C1=NC=C(C(=N1)N1N=CC(=C1)C(=O)N)F